N-(1-(3-amino-4-fluorophenyl)-3-cyclopropylpropyl)-2-methylpropane-2-sulfinamide NC=1C=C(C=CC1F)C(CCC1CC1)NS(=O)C(C)(C)C